pent-2-ene-1,5-dicarboxylic acid C(C=CCCC(=O)O)C(=O)O